4-((4-(4-chloro-3-(trifluoromethyl)phenoxy)-3-fluorophenyl)oxy)-1-methyl-6-(1-methyl-1H-pyrazol-4-yl)pyrimidin-2(1H)-one ClC1=C(C=C(OC2=C(C=C(C=C2)OC2=NC(N(C(=C2)C=2C=NN(C2)C)C)=O)F)C=C1)C(F)(F)F